methylpyrrole-2-carboxylate COC(=O)C=1NC=CC1